FC1C(CCC(C1)OS(=O)(=O)C)OC(=O)N1CCNCC1 (2-fluoro-4-methylsulfonyloxycyclohexyl)piperazine-1-carboxylate